(3S)-3-(3-bromo-4-carbamoyl-5-[[3-(morpholin-4-yl)propyl]amino]pyrazol-1-yl)pyrrolidine-1-carboxylic acid tert-butyl ester C(C)(C)(C)OC(=O)N1C[C@H](CC1)N1N=C(C(=C1NCCCN1CCOCC1)C(N)=O)Br